(phenyl)[(phenyl)(spirobifluorenyl)triazineyl]dibenzothiophene C1(=CC=CC=C1)C1=C(C2=C(SC3=C2C=CC=C3)C=C1)C1=NN=NC(=C1C=1C3(C2=CC4=CC=CC=C4C2=CC1)C=CC=C1C2=CC=CC=C2C=C13)C1=CC=CC=C1